2-[4-(hydroxyethyl)-1-piperazinyl]ethanesulfonic acid OCCN1CCN(CC1)CCS(=O)(=O)O